O1CCCC12CCN(CC2)CCOC=2C=C(C=1N(C2)N=CC1C#N)C1=NC=C(N=C1)N1CC2N(C(C1)C2)CC=2C=NC(=CC2)OC 6-(2-(1-oxa-8-azaspiro[4.5]dec-8-yl)ethoxy)-4-(5-(6-((6-methoxypyridine-3-yl)methyl)-3,6-diazabicyclo[3.1.1]heptan-3-yl)pyrazin-2-yl)pyrazolo[1,5-a]pyridine-3-Nitrile